COC(C1=C(C=CC(=C1)B1OC(C(O1)(C)C)(C)C)NC(C)=O)=O 2-acetamido-5-(4,4,5,5-tetramethyl-1,3,2-dioxaborolan-2-yl)benzoic acid methyl ester